ClC=1N=C(C2=C(N1)N(C=C2Cl)COCC[Si](C)(C)C)NC2CC2 2,5-dichloro-N-cyclopropyl-7-(2-trimethylsilylethoxymethyl)pyrrolo[2,3-d]pyrimidin-4-amine